8-(dimethylamino)-3-(4-methoxybenzyl)-2-oxo-1,3-diazaspiro[4.5]decane-8-carbonitrile CN(C1(CCC2(CN(C(N2)=O)CC2=CC=C(C=C2)OC)CC1)C#N)C